1-(4-(3-fluoro-4-methylphenoxy)-3-(1-methyl-7-oxo-6,7-dihydro-1H-pyrrolo[2,3-c]pyridin-3-yl)phenyl)pyrrolidine-2,5-dione FC=1C=C(OC2=C(C=C(C=C2)N2C(CCC2=O)=O)C2=CN(C=3C(NC=CC32)=O)C)C=CC1C